NC([SeH])=N isoselenourea